NC1=NNC=2C1=NC(=CC2)C2=C(C=C(C=C2)S(=O)(=O)N2C(CC(C2)F)C(=O)N)Cl 1-((4-(3-amino-1H-pyrazolo[4,3-b]pyridin-5-yl)-3-chlorophenyl)sulfonyl)-4-fluoropyrrolidine-2-carboxamide